C1(=CC(=CC=C1)NC(=O)C=1C(=NN(C1)C=1SC=CN1)C)C N-(m-tolyl)-3-methyl-1-(thiazol-2-yl)-1H-pyrazole-4-carboxamide